1,1-bis(t-Butylperoxy)-2-methylcyclohexane C(C)(C)(C)OOC1(C(CCCC1)C)OOC(C)(C)C